7-Cyclobutoxy-N-(6-(3,3-dimethylpiperazin-1-yl)pyridazin-3-yl)-2-methylimidazo[1,2-a]pyridine-6-carboxamide C1(CCC1)OC1=CC=2N(C=C1C(=O)NC=1N=NC(=CC1)N1CC(NCC1)(C)C)C=C(N2)C